ethyl 1-[4-bromo-2-(2-chlorophenyl)phenyl]sulfonyl-4-fluoro-piperidine-4-carboxylate BrC1=CC(=C(C=C1)S(=O)(=O)N1CCC(CC1)(C(=O)OCC)F)C1=C(C=CC=C1)Cl